1-(N-diazepanyl)-3-methylenepent-4-ene N1(NCCCCC1)CCC(C=C)=C